FC=1C=C(C=CC1)C1=NN(C2=CC(=CC=C12)CO)C (3-(3-fluorophenyl)-1-methyl-1H-indazol-6-yl)methanol